N-(8-(4,4-difluoropiperidin-1-yl)-2-methyl-1,7-naphthyridin-6-yl)-4-iodo-2-(6-azaspiro[2.5]oct-6-yl)benzamide FC1(CCN(CC1)C=1N=C(C=C2C=CC(=NC12)C)NC(C1=C(C=C(C=C1)I)N1CCC2(CC2)CC1)=O)F